C(C)(=O)OC=CCCOC(C)=O 1,4-diacetyloxybutene